C(CCCCCCC)(=O)OCC(C)(COC(CCCCCCC)=O)C Neopentyl glycol dioctanate